2-(((2S,6R)-2,6-dimethylpiperidin-4-yl)oxy)-7-(1H-pyrazol-4-yl)-5H-isochromeno[3,4-d]thiazole C[C@@H]1N[C@@H](CC(C1)OC=1SC2=C(N1)OCC=1C=C(C=CC12)C=1C=NNC1)C